CC1C(C(CC1)=O)=O methyl-1,2-cyclopentanedione